CC=1C=C(CN2N=CC=C2)C=CC1 1-(3-methylbenzyl)-1H-pyrazol